C(C)(C)(C)OC(=O)N1C[C@@H](N(CC1)C=1C2=C(N=CN1)NC=C2C2=C(C=CC=C2)F)C.CC2(OC1=C(C=C(C=C1C=C2)C=CC(=O)NC2=CC=C(C=C2)OC)C=2C=NC=NC2)C 3-[2,2-dimethyl-8-(pyrimidin-5-yl)-2H-chromen-6-yl]-N-(4-methoxyphenyl)acrylamide tert-butyl-(S)-4-(5-(2-fluorophenyl)-7H-pyrrolo[2,3-d]pyrimidin-4-yl)-3-methylpiperazine-1-carboxylate